hexane-3,4-dione CCC(C(CC)=O)=O